3-sulfooxy-2,2-disulfoxymethyl-propyl-potassium sulfate S(=O)(=O)(O)O.S(=O)(=O)(O)OCC(C[K])(COS(=O)(=O)O)COS(=O)(=O)O